ClC=1C(=C(OCC(=O)NC)C=C(C1CC1=C(C(=C(C=C1)O)CC1=CC=C(C=C1)F)F)Cl)F 2-(3,5-dichloro-2-fluoro-4-(2-fluoro-3-(4-fluorobenzyl)-4-hydroxybenzyl)phenoxy)-N-methylacetamide